3-(5-amino-2-((3-(hydroxymethyl)pyridin-2-yl)methyl)-[1,2,4]triazolo[1,5-c]pyrimidin-7-yl)benzonitrile NC1=NC(=CC=2N1N=C(N2)CC2=NC=CC=C2CO)C=2C=C(C#N)C=CC2